Thiobenzoic acid S-((6R,8R)-8-tert-butoxycarbonylamino-1,4-dioxa-spiro[4.5]dec-6-yl) ester C(C)(C)(C)OC(=O)N[C@H]1C[C@H](C2(OCCO2)CC1)SC(C1=CC=CC=C1)=O